COC([C@H]1N(CCC1)C(=O)OC(C)(C)C)=O N-boc-Proline methylester